OCC1(CC1)/C=C/C(=O)OCC Ethyl (E)-3-(1-(hydroxymethyl)cyclopropyl)acrylate